COC(CCCC(=O)N1C[C@H]2[C@@H]([C@@H](C1)O)OC(O2)(C)C)=O.FC(S(=O)[O-])(F)F.FC(S(=O)[O-])(F)F.[Zn+2] zinc bistrifluoromethanesulfinate methyl-5-[(3aS,7R,7aR)-7-hydroxy-2,2-dimethyl-4,6,7,7a-tetrahydro-3aH-[1,3]dioxolo[4,5-c]pyridin-5-yl]-5-oxo-pentanoate